C(CC)N(CCC1=C2CC(NC2=CC=C1)=O)CCC 4-[2-(dipropylamino)ethyl]-1,3-dihydroindol-2-one